C(C)(=O)OCCCC\C=C\CCCC (5E)-5-decen-1-ol acetate